N-(2,4-dinitrophenyl)-L-lysine [N+](=O)([O-])C1=C(C=CC(=C1)[N+](=O)[O-])N[C@@H](CCCCN)C(=O)O